CN1N=C(C2=CC=C(C=C12)N1CC2(C1)CNCCC2)C2C(NC(CC2)=O)=O 3-(1-methyl-6-(2,6-diazaspiro[3.5]non-2-yl)-1H-indazol-3-yl)piperidine-2,6-dione